(2S)-2-(4-cyano-1-methyl-1H-pyrrole-2-carboxamido)-N6-methyl-N1-(1-(3-(1-adamantylamino)propyl)-2-oxo-1,2-dihydropyridin-3-yl)-5-oxohexanediamide C(#N)C=1C=C(N(C1)C)C(=O)N[C@H](C(=O)NC=1C(N(C=CC1)CCCNC12CC3CC(CC(C1)C3)C2)=O)CCC(C(=O)NC)=O